8-cyclopentyl-5-hydroxy-2-(methylsulfanyl)pyrido[2,3-d]pyrimidin-7-one C1(CCCC1)N1C(C=C(C2=C1N=C(N=C2)SC)O)=O